1,2,3,4-tetrahydronaphthalene-1-one C1(CCCC2=CC=CC=C12)=O